azido-caprolactone N(=[N+]=[N-])C1C(=O)OCCCC1